{2-[3-(2-hydroxyethoxy)phenyl]pyrimidin-4-yl(methoxy)phenyl}propanoic acid OCCOC=1C=C(C=CC1)C1=NC=CC(=N1)C=1C(=C(C=CC1)C(C(=O)O)C)OC